Cl.C(C)(CC)C1CCNCC1 4-sec-butylpiperidine, hydrochloride